[N+](=O)([O-])C=1C=CC=CC1 3-nitrobenzene